(phenyl)(dimethylfluorenyl)(diphenylfluorenyl)amine C1(=CC=CC=C1)N(C1=C(C(=CC=2C3=CC=CC=C3CC12)C1=CC=CC=C1)C1=CC=CC=C1)C1=C(C(=CC=2C3=CC=CC=C3CC12)C)C